OC1(CCN(CC1)C(C[C@@H](C)C1=CC=CC=C1)=O)CN1C=NN2C(C1=O)=NC=C2C=2C=C1CC(CC1=CC2)NC 3-((4-hydroxy-1-((R)-3-phenylbutyryl)piperidin-4-yl)methyl)-7-(2-(methylamino)-2,3-dihydro-1H-inden-5-yl)imidazo[2,1-f][1,2,4]triazin-4(3H)-one